COC=1C=C(C=C(C1)OC)N1CCNCC1 4-(3,5-dimethoxyphenyl)piperazine